OC=1N([C@H]2[C@H](O)[C@H](O)[C@@H](CO)O2)C=2N=C(NC(C2N1)=O)N anti-8-hydroxyguanosine